FC=1C=C(C=C2CCN(CC12)C1=C(C=CC(=C1)OC(F)(F)F)F)CCC(=O)O 3-(8-fluoro-2-(2-fluoro-5-(trifluoromethoxy)phenyl)-1,2,3,4-tetrahydroisoquinolin-6-yl)propanoic acid